C12(CC(C1)C2)N2C(C(N(C=C2)CC=2SC(=NN2)C2=CC=C(C=C2)F)=O)=O 1-(bicyclo[1.1.1]pentan-1-yl)-4-((5-(4-fluorophenyl)-1,3,4-thiadiazol-2-yl)methyl)-1,4-dihydropyrazine-2,3-dione